3-(1,2,4-oxadiazol-5-yl)propanamide O1N=CN=C1CCC(=O)N